C(C)(C)(C)C=1C=C(C=CC(=O)OCCCCCCCC)C=C(C1O)C(C)(C)C Octyl 3,5-di-tert-butyl-4-hydroxycinnamate